2-Hydroxy-4-methyl-5-nitropyridine OC1=NC=C(C(=C1)C)[N+](=O)[O-]